O1CC(C1)N1C(=NC(=C1)C(F)(F)F)C1=CC=C(C#N)C=C1 4-[1-(oxetan-3-yl)-4-(trifluoromethyl)imidazol-2-yl]benzonitrile